vinylsulfonate (triethylsilyl ethenesulfonate) C(C)[Si](CC)(CC)C(=C)S(=O)(=O)O.C(=C)S(=O)(=O)O